tert-butyl (2R,3S,4S)-4-[(tert-butoxycarbonyl)oxy]-3-{[2-(4-fluorophenyl)acetyl]oxy}-2-[(4-methoxyphenyl)methyl]pyrrolidine-1-carboxylate C(C)(C)(C)OC(=O)O[C@@H]1[C@H]([C@H](N(C1)C(=O)OC(C)(C)C)CC1=CC=C(C=C1)OC)OC(CC1=CC=C(C=C1)F)=O